2-((2-(5-Cyclopropyl-3-(2,6-dichlorophenyl)isoxazol-4-yl)spiro[3.5]non-1-en-7-yl)oxy)-4-fluorobenzo[d]thiazol C1(CC1)C1=C(C(=NO1)C1=C(C=CC=C1Cl)Cl)C1=CC2(C1)CCC(CC2)OC=2SC1=C(N2)C(=CC=C1)F